propenyl-dimethylsilane C(=CC)[SiH](C)C